C(=O)(OC(C)(C)C)NCCN monoBoc-ethylenediamine